C(C)C1=C(C(=CC=C1)CC)N1C(C2(CC1(C)C)CCCCC2)=[Ru-6](=C2C=C(C1=CC=CC=C21)C2=CC=CC=C2)(Cl)(Cl)=C2N(C(CC21CCCCC1)(C)C)C1=C(C=CC=C1CC)CC bis(2-(2,6-diethylphenyl)-3,3-dimethyl-2-azaspiro[4.5]decan-1-ylidene)dichloro(3-phenyl-1H-inden-1-ylidene)ruthenium (II)